tert-butyl (4-((2-(2,6-dioxopiperidin-3-yl)-1-oxoisoindolin-5-yl)carbamoyl)benzyl)carbamate O=C1NC(CCC1N1C(C2=CC=C(C=C2C1)NC(=O)C1=CC=C(CNC(OC(C)(C)C)=O)C=C1)=O)=O